4-(2-fluorophenyl)-3-butyn-2-one FC1=C(C=CC=C1)C#CC(C)=O